C1(CC1)C1=C(C(=NO1)C1=C(C=CC=C1Cl)Cl)C1C(CC12CCC(CC2)O)O (5-cyclopropyl-3-(2,6-dichlorophenyl)isoxazol-4-yl)spiro[3.5]nonane-2,7-diol